CN1N=C2N(C=CC(=C2)C2=C3CCN(CC3=CC=C2)C(=O)OC(C)(C)C)C1=O tert-butyl 5-{2-methyl-3-oxo-[1,2,4]triazolo[4,3-a]pyridin-7-yl}-3,4-dihydro-1H-isoquinoline-2-carboxylate